heptynoic acid CCCCC#CC(=O)O